C(#C)C=1C(NC(N([C@H]2C[C@H](O)[C@@H](CO)O2)C1)=O)=O 5-ethynyl-deoxyUridine